3-ethyl-3-(butyroxymethyl)oxetane tert-butyl-5-iodo-1-oxa-9-azaspiro[5.5]undec-4-ene-9-carboxylate C(C)(C)(C)OC(=O)N1CCC2(C(=CCCO2)I)CC1.C(C)C1(COC1)COC(CCC)=O